C(C1=CC=CC=C1)OCCCCC(CN(CCCCO[Si](C)(C)C(C)(C)C)CC(CCCCOCC1=CC=CC=C1)(C)C)(C)C 6-(benzyloxy)-N-(6-(benzyloxy)-2,2-dimethylhexyl)-N-(4-((tert-butyldimethylsilyl)oxy)-butyl)-2,2-dimethylhexan-1-amine